O=C1N(CCC(N1)=O)C=1C=NC=CC1CN1CCN(CC1)C1=CC=C(C=C1)C1=CC=C2CN(C(C2=C1)=O)C(C(=O)NC=1SC=CN1)C1=C(C=CC(=C1)F)O 2-(6-(4-(4-((3-(2,4-dioxotetrahydropyrimidin-1(2H)-yl)pyridin-4-yl)methyl)piperazin-1-yl)phenyl)-1-oxoisoindolin-2-yl)-2-(5-fluoro-2-hydroxyphenyl)-N-(thiazol-2-yl)acetamide